ClC1=CC(=C(C=C1)C=1C2=C(N=C(N1)[C@@H]1C[C@@H](OCC1)C=1C=NN(C1)C1CC1)N=C(C=C2)C)F 4-(4-chloro-2-fluorophenyl)-2-((2R,4S)-2-(1-cyclopropyl-1H-pyrazol-4-yl)tetrahydro-2H-pyran-4-yl)-7-methylpyrido[2,3-d]pyrimidine